N-(2-ethylhexyl)-3-hydroxypyridin-4-one C(C)C(CN1C=C(C(C=C1)=O)O)CCCC